CC(CCCCN)CCCC(C)C 5,9-dimethyldecan-1-amine